BrC1=CC2=C(CCO2)C(=C1)F 6-bromo-4-fluoro-2,3-dihydrobenzofuran